tert-Butyl 3-(4-(2-ethoxy-1,1-difluoro-2-oxoethoxy)-7-(1H-pyrazol-1-yl)benzo[d]oxazol-2-yl)-3,8-diazabicyclo[3.2.1]octane-8-carboxylate C(C)OC(C(OC1=CC=C(C2=C1N=C(O2)N2CC1CCC(C2)N1C(=O)OC(C)(C)C)N1N=CC=C1)(F)F)=O